CN(C)C=1C=CC(=NC1)N1C(C(=CC=C1)NC1=NC=2N(C3=C1CCN3)N=CC2C(=O)N[C@H]2[C@H](C2)F)=O 5-((5'-(N,N-dimethylamino)-2-oxo-2H-[1,2'-bipyridin]-3-yl)amino)-N-((1r,2s)-2-fluorocyclopropyl)-7,8-dihydro-6H-pyrazolo[1,5-a]pyrrolo[3,2-e]pyrimidine-3-carboxamide